4-[(3-methoxybenzyl)amino]-2-[(1-methyl-1H-pyrazol-4-yl)amino]pyrimidin-5-carboxamide COC=1C=C(CNC2=NC(=NC=C2C(=O)N)NC=2C=NN(C2)C)C=CC1